methyl (S)-2-(chloromethyl)-1-(oxetan-2-ylmethyl)-1H-benzo[d]imidazol-6-carboxylate ClCC1=NC2=C(N1C[C@H]1OCC1)C=C(C=C2)C(=O)OC